4-(4-chloro-2-fluorophenyl)piperidine ClC1=CC(=C(C=C1)C1CCNCC1)F